N(=[N+]=[N-])C[C@H]1O[C@@H]([C@H]([C@H]([C@@H]1OCC1=CC=CC=C1)OCC1=CC=CC=C1)OCC1=CC=CC=C1)OC1=CC=CC=C1 (2R,3R,4S,5S,6R)-2-(azidomethyl)-3,4,5-tris(benzyloxy)-6-phenoxytetrahydro-2H-pyran